C(#N)C1=C(C(=C(C=C1)C=1C(=C(C(=C(N1)C#N)C#N)C#N)C1=NN=NN=N1)C#N)C#N hexacyanohexaazaterphenyl